O=C1[C@H]([C@@H](C2=C(N1)N(N=C2)C2=CC=CC=C2)C=2C=C(C(=O)OC)C=CC2)NC(C2=CC(=CC=C2)C(F)(F)F)=O |r| rac-methyl 3-((4R,5S)-6-oxo-1-phenyl-5-(3-(trifluoromethyl)benzamido)-4,5,6,7-tetrahydro-1H-pyrazolo[3,4-b]pyridin-4-yl)benzoate